N,4-diphenylaniline C1(=CC=CC=C1)NC1=CC=C(C=C1)C1=CC=CC=C1